C(C)(C)(C)OC(=O)N1C[C@H](CCC1)NC (S)-3-(methylamino)piperidine-1-carboxylic acid tert-butyl ester